COC=1C=C(C=CC1OC)C=1NC2=CC=C(C=C2C1C(C)C)NC1=CC=C(C=C1)OCCN1CCCC1 2-(3,4-dimethoxyphenyl)-3-isopropyl-N-(4-(2-(pyrrolidin-1-yl)ethoxy)phenyl)-1H-indol-5-amine